(S or R)-7-(3-(1-((3,3-difluoro-1-methylcyclopentyl)methyl)-1H-pyrazol-4-yl)-6-methylpyridin-2-yl)-3-methoxycinnoline FC1(C[C@@](CC1)(C)CN1N=CC(=C1)C=1C(=NC(=CC1)C)C1=CC=C2C=C(N=NC2=C1)OC)F |o1:3|